FC1=C(CN2N=C(N=C2)C(=O)N[C@@H]2C(N(C=3N(CC2)N=C(C3)[C@@H]3C(C3)(F)F)C)=O)C=CC(=C1)F 1-(2,4-Difluorobenzyl)-N-((S)-2-((R)-2,2-difluorocyclopropyl)-4-methyl-5-oxo-5,6,7,8-tetrahydro-4H-pyrazolo[1,5-a][1,3]diazepin-6-yl)-1H-1,2,4-triazol-3-carboxamid